Ethyl (3S)-3-(1,4-dimethyl-1H-benzotriazol-5-yl)-3-[7-(hydroxymethyl)-2,3-dihydro-1H-inden-5-yl]propanoate CN1N=NC2=C1C=CC(=C2C)[C@@H](CC(=O)OCC)C=2C=C1CCCC1=C(C2)CO